2,2,2-Trifluoroethyl 2-oxo-2-[(2R,5S)-2-[2-[3-(dimethylamino)propyl]-1,3-benzothiazol-5-yl]-5-methyl-1-piperidyl]acetate 2,2,2-Trifluoroethyl-2-chloro-2-oxo-acetate FC(COC(C(=O)Cl)=O)(F)F.O=C(C(=O)OCC(F)(F)F)N1[C@H](CC[C@@H](C1)C)C=1C=CC2=C(N=C(S2)CCCN(C)C)C1